C=C(C(CC)OC(CC#N)C)CCCCCC 3-((4-methylenedecan-3-yl)oxy)butanenitrile